FC1(CN(CC[C@@H]1OC)C1=NC=CC(=N1)N)F (S)-2-(3,3-difluoro-4-methoxypiperidin-1-yl)pyrimidin-4-amine